tert-Butyl N-[(1S)-2-(7-fluoro-2-formyl-indan-5-yl)oxy-1-methyl-ethyl]carbamate FC=1C=C(C=C2CC(CC12)C=O)OC[C@H](C)NC(OC(C)(C)C)=O